O=C1N(CC2=CC(=C(C=C12)C(F)(F)F)C1=CC=CC=C1)C1C(NC(CC1)=O)=O 3-(1-oxo-5-phenyl-6-(trifluoromethyl)isoindolin-2-yl)piperidine-2,6-dione